(4-amino-7-fluoro-1,3-dihydrofuro[3,4-c]quinolin-8-yl)((5S)-5-methyl-2-(1'-(methyl-d3)-3H-spiro[benzofuran-2,4'-piperidin]-5-yl)piperidin-1-yl)methanone NC1=NC=2C=C(C(=CC2C2=C1COC2)C(=O)N2C(CC[C@@H](C2)C)C=2C=CC1=C(CC3(CCN(CC3)C([2H])([2H])[2H])O1)C2)F